CC(C)[C@H]1CN(CCN1)C1=CC=C(N=N1)C1=NC=CC=C1O 2-{6-[(3S)-3-(prop-2-yl)piperazin-1-yl]pyridazin-3-yl}pyridin-3-ol